N-(2-(1-(6,7-dimethoxy-2-(pyridin-3-yl)quinazolin-4-yl)piperidin-4-yl)ethyl)sulfamide COC=1C=C2C(=NC(=NC2=CC1OC)C=1C=NC=CC1)N1CCC(CC1)CCNS(=O)(=O)N